tert-butyl ((1R,2S)-4-(((S)-(2,3-dichloro-6-fluorophenyl)(1-methylcyclopentyl)methyl)carbamoyl)-2-(1,3-dioxoisoindolin-2-yl)cyclopentyl)carbamate ClC1=C(C(=CC=C1Cl)F)[C@H](C1(CCCC1)C)NC(=O)C1C[C@@H]([C@@H](C1)NC(OC(C)(C)C)=O)N1C(C2=CC=CC=C2C1=O)=O